FC=1C=C(C=C(C1)F)NC=1C=C2C(=CNC2=CC1)NC(C1=C(C=C(C=C1)N1CCN(CC1)C)N(C(C(F)(F)F)=O)C1CCOCC1)=O N-(5-((3,5-difluorophenyl)amino)-1H-indol-3-yl)-4-(4-methylpiperazin-1-yl)-2-(2,2,2-trifluoro-N-(tetrahydro-2H-pyran-4-yl)acetamido)benzamide